tert-butyl 8-(2-(2-(3,4-dichlorophenyl)-2,2-difluoroacetyl)hydrazine-1-carbonyl)-6-(1-(tetrahydro-2H-pyran-2-yl)-1H-pyrazole-4-carbonyl)-2,6-diazaspiro[3.4]octane-2-carboxylate ClC=1C=C(C=CC1Cl)C(C(=O)NNC(=O)C1CN(CC12CN(C2)C(=O)OC(C)(C)C)C(=O)C=2C=NN(C2)C2OCCCC2)(F)F